C(C)(C)(C)OC(N[C@H]1CNC[C@H](C1)C)=O N-[(3R,5S)-5-methylpiperidin-3-yl]carbamic acid tert-butyl ester